CN(C)C(C)[C-]1C(=CC=C1)P(C1=CC=CC=C1)C1=CC=CC=C1.C1(=CC=CC=C1)P([C-]1C=CC=C1)C1=CC=CC=C1.[Fe+2] N,N-dimethyl-1-[1',2-bis(diphenylphosphino)ferrocenyl]-ethyl-amine